N-(3-trimethoxysilylpropyl)aspartic acid diethyl ester C(C)OC([C@@H](NCCC[Si](OC)(OC)OC)CC(=O)OCC)=O